butyl-fluorenol 1-methylpiperidin-4-yl-3-(8-cyanoquinolin-5-yl)-5-(trifluoromethyl)-3-azabicyclo[3.1.0]hexane-1-carboxylate CC1(C2(CC2(CN1C1=C2C=CC=NC2=C(C=C1)C#N)C(F)(F)F)C(=O)OC1=C(C=CC=2C3=CC=CC=C3CC12)CCCC)C1CCNCC1